C(C)(C)C1=NN(C(C2=C1N=C(S2)C(F)(F)F)=O)CC(=O)OCC ethyl 2-(4-isopropyl-7-oxo-2-(trifluoromethyl)thiazolo[4,5-d]pyridazin-6(7H)-yl)acetate